[Zn].[Sn].[In].CC1(C(N(C(N1CC1=CC(=NC=C1)NC1CCOCC1)=O)C1=CC=C(C=C1)SC(F)(F)F)=O)C 5,5-dimethyl-1-((2-((tetrahydro-2H-pyran-4-yl)amino)pyridin-4-yl)methyl)-3-(4-((trifluoromethyl)thio)phenyl)imidazolidine-2,4-dione Indium-Tin-Zinc